6-((1-(oxazol-2-ylmethyl)-3-oxoisoindolin-2-yl)methyl)benzo[d]oxazol-2(3H)-one O1C(=NC=C1)CC1N(C(C2=CC=CC=C12)=O)CC1=CC2=C(NC(O2)=O)C=C1